N-carboxyethylethylenediamine disodium [Na].[Na].C(=O)(O)CCNCCN